2-(3'-tert-butyl-5'-methyl-2'-hydroxyphenyl)-5-chlorobenzotriazole C(C)(C)(C)C=1C(=C(C=C(C1)C)N1N=C2C(=N1)C=CC(=C2)Cl)O